C(C)OC(C1=C(N=CC(=C1)C#N)C(F)(F)F)=O 5-cyano-2-(trifluoromethyl)nicotinic acid ethyl ester